tert-butyl N-[2-(2-hydroxyethoxy)ethoxy]-N-methyl-carbamate OCCOCCON(C(OC(C)(C)C)=O)C